3,4-dihydro-2(1H)-isoquinolinecarboxylate C1N(CCC2=CC=CC=C12)C(=O)[O-]